(3,3-difluoro-2-oxoheptyl) dimethyl phosphate P(=O)(OCC(C(CCCC)(F)F)=O)(OC)OC